2-(3-(8-amino-1-(7-methoxy-5-methylbenzo[b]thiophen-2-yl)imidazo[1,5-a]pyrazin-3-yl)pyrrolidine-1-carbonyl)-4,4-dimethylpent-2-enenitrile NC=1C=2N(C=CN1)C(=NC2C2=CC1=C(S2)C(=CC(=C1)C)OC)C1CN(CC1)C(=O)C(C#N)=CC(C)(C)C